C1(CC1)C1=NN(C=C1C=1N=CC(=C2C=CC=NC12)F)[C@@H]1C[C@H](C1)CO (trans-3-(3-cyclopropyl-4-(5-fluoro-1,7-naphthyridin-8-yl)-1H-pyrazol-1-yl)cyclobutyl)methanol